ClC=1C=CC(=C(C1)N1CC(N(CC1=O)C(C(=O)NC1=CC=2N(C=C1)N=CC2)CC2=CC=CC=C2)=O)N2N=NN=C2 2-(4-(5-chloro-2-(1H-tetrazol-1-yl)phenyl)-2,5-dioxopiperazin-1-yl)-3-phenyl-N-(pyrazolo[1,5-a]pyridin-5-yl)propanamide